3-(fluorobicyclo[1.1.1]pent-1-yl)undecanamide methyl-(S)-2-(6-fluorobenzo[d]oxazol-2-yl)-6-methoxy-5-((4-methoxybenzyl)oxy)-1,2,3,4-tetrahydroisoquinoline-3-carboxylate COC(=O)[C@H]1N(CC2=CC=C(C(=C2C1)OCC1=CC=C(C=C1)OC)OC)C=1OC2=C(N1)C=CC(=C2)F.FC2C1(CC2C1)C(CC(=O)N)CCCCCCCC